FC1(CN(CCC1OC1=C2C(=NC=NC2=CC=C1OC(F)F)N)C)F 5-((3,3-difluoro-1-methylpiperidin-4-yl)oxy)-6-(difluoromethoxy)quinazolin-4-amine